C(C)(C)N(C1N(C(=NC(=N1)N)N)C(C)C)C1=CC=C(C=C1)C N,N1-Diisopropyl-N2-p-tolyl-[1,3,5]triazine-2,4,6-triamine